tert-butyl N-[1-(8-carbamoyl cinnolin-5-yl) piperidin-4-yl]-N-ethylcarbamate C(N)(=O)C=1C=CC(=C2C=CN=NC12)N1CCC(CC1)N(C(OC(C)(C)C)=O)CC